(R)-N-(4-(2-methyl-4-(methylsulfonyl)piperazin-1-yl)pyridin-2-yl)-5-(pyridin-4-yl)thiazolo[5,4-b]pyridin-2-amine C[C@H]1N(CCN(C1)S(=O)(=O)C)C1=CC(=NC=C1)NC=1SC2=NC(=CC=C2N1)C1=CC=NC=C1